C(C)(C)(C)S(=O)N Tertiary butanesulfinamide